N[C@@H](CCCCN)C(=O)[O-].N[C@@H](CCCCN)C(=O)[O-].[Zn+2] zinc dilysinate